CN=C(C1(CCCC1)O)C1=C(C=CC=C1)C 1-((methylimino)(o-tolyl)methyl)cyclopentan-1-ol